3-[4-amino-5-(4-benzyl-1,3-thiazol-2-yl)-2-chloropyrrolo[2,3-d]pyrimidin-7-yl]-5-[1-(2-fluoroethyl)piperidin-4-yl]cyclopentane-1,2-diol NC=1C2=C(N=C(N1)Cl)N(C=C2C=2SC=C(N2)CC2=CC=CC=C2)C2C(C(C(C2)C2CCN(CC2)CCF)O)O